ClC=1C=C(C=CC1OC)N1C(=NC2=C1C=CC(=C2)C2=CC(=CC(=C2)OC)OC)C#C[Si](C(C)C)(C(C)C)C(C)C 1-(3-chloro-4-methoxyphenyl)-5-(3,5-dimethoxyphenyl)-2-((triisopropylsilyl)ethynyl)-1H-benzo[d]imidazole